4-(Difluoromethyl)-5-methyl-N-(4-methyl-3-((3-(9-(tetrahydro-2H-pyran-2-yl)-9H-purin-6-yl)pyridin-2-yl)amino)phenyl)picolinamide FC(C1=CC(=NC=C1C)C(=O)NC1=CC(=C(C=C1)C)NC1=NC=CC=C1C1=C2N=CN(C2=NC=N1)C1OCCCC1)F